Iron ammonium Ethylenediaminetetraacetic acid C(CN(CC(=O)O)CC(=O)O)N(CC(=O)O)CC(=O)O.[NH4+].[Fe+2]